5-{1-fluoro-3-hydroxy-7-[(3,3,3-trifluoropropyl)amino]-5,6,7,8-tetrahydronaphthalen-2-yl}-1λ6,2,5-thiadiazolidine-1,1,3-trione FC1=C(C(=CC=2CCC(CC12)NCCC(F)(F)F)O)N1CC(NS1(=O)=O)=O